3-(4-chlorophenoxy)propan-1-amine ClC1=CC=C(OCCCN)C=C1